(4-bromo-2-fluoro-5-methoxyphenyl)acetic acid BrC1=CC(=C(C=C1OC)CC(=O)O)F